NC1CCC(CC1)OC1=CC=C(OCCCC(=O)OC)C=C1 methyl 4-(4-(((1r,4r)-4-aminocyclohexyl)oxy) phenoxy)butyrate